methyl 4'-[(dimethylamino) methyl]-4-ethynyl-7-methylspiro[1,3-benzodioxole-2,1'-cyclohexane]-6-carboxylate CN(C)CC1CCC2(CC1)OC1=C(O2)C(=C(C=C1C#C)C(=O)OC)C